FC1(CC1)C(=O)N[C@H](C(=O)N1[C@@H](C[C@H](C1)O)C(=O)N[C@@H](C)C1=C(C=C(C=C1)C1=C(N=CS1)C)O)C(C)(C)C (2S,4R)-1-[(2S)-2-[(1-fluorocyclopropanecarbonyl)amino]-3,3-dimethyl-butanoyl]-4-hydroxy-N-[(1S)-1-[2-hydroxy-4-(4-methylthiazol-5-yl)phenyl]ethyl]pyrrolidine-2-carboxamide